C1(CC1)S(=O)(=O)N1C[C@H]([C@@H](CC1)NC1=NN2C(C=N1)=C(C=C2C2C(C2)(F)F)F)O (3R,4R)-1-(cyclopropylsulfonyl)-4-((7-(2,2-difluorocyclopropyl)-5-fluoropyrrolo[2,1-f][1,2,4]triazin-2-yl)amino)piperidin-3-ol